3-(5-chloro-1,3-thiazol-2-yl)-5-[(3R)-tetrahydrofuran-3-yloxy]-N-{(1R)-1-[6-(trifluoromethyl)pyridazin-3-yl]ethyl}benzamide ClC1=CN=C(S1)C=1C=C(C(=O)N[C@H](C)C=2N=NC(=CC2)C(F)(F)F)C=C(C1)O[C@H]1COCC1